COC=1N=C(C(=NC1C=1C2=C(C=NC1)N(C=N2)C)C(=O)N)NC2=CC=C(C=C2)C2(CC2)S(=O)(=O)C 5-methoxy-6-(3-methylimidazo[4,5-c]pyridin-7-yl)-3-[4-(1-methylsulfonyl-cyclopropyl)anilino]pyrazine-2-carboxamide